CC(C(CC(C)C)C)C(C(C(CC(C)C)C)C)=NO methyl-2,4-dimethylpentylketone oxime